4-[5-(2-cyclopentylsulfanyl-3-pyridinyl)indolin-1-yl]Butyric acid C1(CCCC1)SC1=NC=CC=C1C=1C=C2CCN(C2=CC1)CCCC(=O)O